NC(C(=O)O)CC1=CC=C(C=C1)S(=O)(=O)O 2-amino-3-(4-sulfophenyl)propionic acid